17β-m-bromobenzamidomethyl-16-oxo-androsta-5-en-3β-ol acetate C(C)(=O)O[C@@H]1CC2=CC[C@H]3[C@@H]4CC([C@@H]([C@@]4(C)CC[C@@H]3[C@]2(CC1)C)CNC(C1=CC(=CC=C1)Br)=O)=O